C(C)N(C(O[C@H]1C[C@H](CC1)C1=CC(=NN1)NC(CC=1C=NC(=CC1)C)=O)=O)C (1R,3S)-3-(3-{[(6-methylpyridin-3-yl)acetyl]amino}-1H-pyrazol-5-yl)cyclopentyl ethyl(methyl)carbamate